phenyl 2,3,4-trihydroxybenzoate OC1=C(C(=O)OC2=CC=CC=C2)C=CC(=C1O)O